(S)-3-(4,6-dihydroxypyrimidin-2-yl)-5,6-dihydro-4H-spiro[benzo[d]isoxazol-7,1'-cyclohexane]-2'-one OC1=NC(=NC(=C1)O)C1=NOC2=C1CCC[C@]21C(CCCC1)=O